O=C1CCC12CNC2 1-oxo-6-azaspiro[3.3]heptane